2-[(3aS,6aR)-hexahydro-1H-furo[3,4-b]pyrrol-1-yl]pyrimidin N1([C@@H]2[C@H](CC1)COC2)C2=NC=CC=N2